(R)-N-(1-(4-(5-amino-6-(1-oxo-1,2,3,4-tetrahydroisoquinolin-6-yl)pyrazin-2-yl)phenyl)pyrrolidin-3-yl)-N-methylmethanesulfonamide NC=1N=CC(=NC1C=1C=C2CCNC(C2=CC1)=O)C1=CC=C(C=C1)N1C[C@@H](CC1)N(S(=O)(=O)C)C